C(CCC)P([O-])[O-].[Al+3].C(CCC)P([O-])[O-].C(CCC)P([O-])[O-].[Al+3] aluminum butylphosphonite